FC=1C(=C2C=NNC2=CC1)C(C)NC1=NC(=NC2=CC(=C(C=C12)OC)OC)C N-[1-(5-fluoro-1H-indazol-4-yl)ethyl]-6,7-dimethoxy-2-methylquinazolin-4-amine